C(CC)OCC(C)O.[Na] sodium propylene glycol propyl ether